6,9-Tricosadiene CCCCCC=CCC=CCCCCCCCCCCCCC